1-(3-(5-bromothiazol-2-yl)-4-methoxyphenyl)-3-methylbutan-2-amine BrC1=CN=C(S1)C=1C=C(C=CC1OC)CC(C(C)C)N